3-methyltetrahydro-2H-pyran-3-carboxylic acid CC1(COCCC1)C(=O)O